C([C@H](O)C)(=O)OC |r| methyl R and S-lactate